(2R)-N-((S or R)-(5-fluoro-6-(trifluoro-methyl)pyridin-2-yl)(6-(trifluoromethoxy)pyridin-3-yl)methyl)-2-methyl-3-oxopiperazine-1-carboxamide FC=1C=CC(=NC1C(F)(F)F)[C@@H](NC(=O)N1[C@@H](C(NCC1)=O)C)C=1C=NC(=CC1)OC(F)(F)F |o1:11|